FC1=C(C=CC(=C1)N1C(OCC=N1)=O)C1=C(C(=CC=C1)F)F (2,2',3'-trifluorobiphenyl-4-yl)-3,6-dihydro-2H-1,3,4-oxadiazin-2-one